C1=C(C=C(C(=C1O)O)O)C(=O)OC[C@@H]2[C@H]([C@@H]([C@H]([C@@H](O2)OC(=O)C3=CC(=C(C(=C3)O)O)O)OC(=O)C4=CC(=C(C(=C4)O)O)O)OC(=O)C5=CC(=C(C(=C5)O)O)O)OC(=O)C6=CC(=C(C(=C6)O)O)O The molecule is a galloyl-beta-D-glucose compound having five galloyl groups in the 1-, 2-, 3-, 4- and 6-positions. It is a gallate ester and a galloyl beta-D-glucose. It is a conjugate acid of a 1,2,3,4,6-pentakis-O-galloyl-beta-D-glucose(1-).